Butyl-methoxymethyl-morpholine C(CCC)C1N(CCOC1)COC